CC1=NC2=CC=C(C=C2C=C1C1=CC=CC=C1)NC(NCC(CC)NC(C)=O)=O N-(1-(3-(2-methyl-3-phenylquinolin-6-yl)ureido)butan-2-yl)acetamide